3-(6-Bromoimidazo[1,2-a]pyridin-3-yl)propionic acid ethyl ester C(C)OC(CCC1=CN=C2N1C=C(C=C2)Br)=O